CN([C@H]([C@H](C)NC1=NN(C(C2=CC=CC=C12)=O)C)C1=CC=C(C(=O)O)C=C1)C 4-((1S,2S)-1-(dimethylamino)-2-((3-methyl-4-oxo-3,4-dihydrophthalazin-1-yl)amino)propyl)-benzoic acid